C(C)(=O)OC[C@@H]1CC(=CCC1)CCC=C(C)C [(1S)-3-(4-methylpent-3-enyl)-1-cyclohex-3-enyl]methyl acetate